COC=1C=CC2=C(C(OC3=C2C=CC(=C3)OCCCCN3CCCC3)=O)C1 8-methoxy-3-(4-(pyrrolidin-1-yl)butoxy)-6H-benzo[c]benzopyran-6-one